C1(CC1)N1N=C(N=C1[C@@H]1CC[C@H](CC1)O)C=1C(=NC=C(C1)[C@](C1=CC=C(C=C1)C(C)C)(O)C1(CN(C1)C)C)F 4-(2-cyclopropyl-5-{5-[(R)-(1,3-dimethyl-azetidin-3-yl)-hydroxy-(4-isopropyl-phenyl)-methyl]-2-fluoro-pyridin-3-yl}-2H-[1,2,4]triazol-3-yl)-trans-cyclohexanol